N-(3-bromophenyl)-N-methyl-pivalamide BrC=1C=C(C=CC1)N(C(C(C)(C)C)=O)C